FC(OC=1C=C(C(=O)N(C)C)C=CC1C1=NC=CC2=C1CN(C2=O)C2=CC=C(C=C2)F)F 3-(difluoromethoxy)-4-[2-(4-fluorophenyl)-1-oxo-2,3-dihydro-1H-pyrrolo[3,4-c]pyridin-4-yl]-N,N-dimethylbenzamide